(2-methyl-2H-indazol-5-yl)-7,8-dihydropyrimido[5,4-c]pyridazin-6(5H)-one CN1N=C2C=CC(=CC2=C1)C1=CC2=C(N=N1)CNC(N2)=O